OC1CCC(CC1)(C(=O)OC(C)(C)C)C(F)(F)F tert-Butyl (1s,4s)-4-hydroxy-1-(trifluoromethyl)cyclohexane-1-carboxylate